(3R)-4-[4-(methanesulfonylmethyl)imidazo[1,5-b]pyridazin-2-yl]-3-methyl-morpholine CS(=O)(=O)CC=1C=2N(N=C(C1)N1[C@@H](COCC1)C)C=NC2